C(C1=CC=CC=C1)C1(CN(CC1)S(=O)(=O)C=1C=C(C#N)C=CC1)C=1C=C2C=NN(C2=CC1C)C1=CN(C(C=C1)=O)C 3-((3-benzyl-3-(6-methyl-1-(1-methyl-6-oxo-1,6-dihydropyridin-3-yl)-1H-indazol-5-yl)pyrrolidin-1-yl)sulfonyl)benzonitrile